oleic acid oleyl ester C(CCCCCCC\C=C/CCCCCCCC)OC(CCCCCCC\C=C/CCCCCCCC)=O